CNC(CC1=CC(=NC=C1)NC=1SC2=C(N1)C=CC(=C2)C2=CC=NC=C2)=O N-methyl-2-(2-((6-(pyridin-4-yl)benzo[d]thiazol-2-yl)amino)pyridin-4-yl)acetamide